(S)- and (R)-4-(2-((2-(6-(1-(2-hydroxyethyl)-1H-pyrazol-4-yl)-1H-indol-3-yl)-2-oxo-1-phenylethyl)amino)ethyl)benzamide OCCN1N=CC(=C1)C1=CC=C2C(=CNC2=C1)C([C@H](C1=CC=CC=C1)NCCC1=CC=C(C(=O)N)C=C1)=O |r|